4-[2-(4-chloro-3-fluorophenoxy)acetamido]-N-[6-(difluoromethoxy)pyridin-3-yl]bicyclo[2.1.1]hexane-1-carboxamide ClC1=C(C=C(OCC(=O)NC23CCC(C2)(C3)C(=O)NC=3C=NC(=CC3)OC(F)F)C=C1)F